1'-(4-(1-cyclopropoxy-1-phenyl-2-((tetrahydro-2H-pyran-2-yl)oxy)ethyl)-6-(6-Methyl-7-oxo-6,7-dihydro-1H-pyrrolo[2,3-c]pyridin-4-yl)quinazolin-2-yl)-4-methyl-[1,4'-bipiperidine] C1(CC1)OC(COC1OCCCC1)(C1=CC=CC=C1)C1=NC(=NC2=CC=C(C=C12)C=1C2=C(C(N(C1)C)=O)NC=C2)N2CCC(CC2)N2CCC(CC2)C